5-fluoro-4-(7-fluoro-2-methyl-3-propan-2-ylbenzimidazol-5-yl)pyrimidin-2-amine FC=1C(=NC(=NC1)N)C1=CC2=C(N=C(N2C(C)C)C)C(=C1)F